NC1=C(SC2=NC(=CC(=C21)C)C)C(=O)N[C@H]2COC1=C(C2)C=CC(=C1)N1C[C@H]([C@H](C1)COC)N 3-amino-N-[(3R)-7-[(3S,4S)-3-amino-4-(methoxymethyl)pyrrolidin-1-yl]-3,4-dihydro-2H-1-benzopyran-3-yl]-4,6-dimethylthieno[2,3-b]pyridine-2-carboxamide